IC1=C(C=CC(=C1)OC(F)(F)F)NC=1N=C2C(=NC1OC)NC(=N2)C(F)(F)F N-(2-IODO-4-(TRIFLUOROMETHOXY)PHENYL)-6-METHOXY-2-(TRIFLUOROMETHYL)-1H-IMIDAZO[4,5-B]PYRAZIN-5-AMINE